FC=1C2=CN(N=C2C=C(C1)C=1SC2=C(N1)SC(=C2)C2CCN(CC2)C(=O)OC(C)(C)C)C tert-butyl 4-[2-(4-fluoro-2-methylindazol-6-yl)thieno[2,3-d][1,3]thiazol-5-yl]piperidine-1-carboxylate